5-fluoro-2-(Oxiran-2-ylmethoxy)benzaldehyde FC=1C=CC(=C(C=O)C1)OCC1OC1